7-chloro-4-iodobenzo[d]thiazole ClC1=CC=C(C=2N=CSC21)I